6-(2-(((S)-2-fluorobutyl)amino)-4-(((1r,4S)-4-hydroxycyclohexyl)amino)pyrimidin-5-yl)-N-(1-methylpiperidin-4-yl)nicotinamide trifluoroacetate salt FC(C(=O)O)(F)F.F[C@H](CNC1=NC=C(C(=N1)NC1CCC(CC1)O)C1=NC=C(C(=O)NC2CCN(CC2)C)C=C1)CC